C(CC)C=CCOF perfluoro propyl-allyl ether